FC(C(=O)N1C(CCC1)CC1=CC(=CC=C1)OC1CCOCC1)(F)F 2,2,2-trifluoro-1-(2-(3-((tetrahydro-2H-pyran-4-yl)oxy)benzyl)pyrrolidin-1-yl)ethan-1-one